1-[4-[6-[5-[[6-(1,1-difluoroethyl)pyrazin-2-yl]amino]-1-methyl-pyrazol-4-yl]-3-pyridyl]phenyl]cyclopropanecarboxylic acid FC(C)(F)C1=CN=CC(=N1)NC1=C(C=NN1C)C1=CC=C(C=N1)C1=CC=C(C=C1)C1(CC1)C(=O)O